2-amino-2'-hydroxy-3'-tert-butyl-5'-methylazobenzene NC1=C(C=CC=C1)N=NC1=C(C(=CC(=C1)C)C(C)(C)C)O